C(C)OC1=CSC(=C1)C1=NC=NC(=C1)NCCN1C(=CC2=C(C=CC(=C12)F)OC)C 3-Ethoxy-5-{6-[2-(7-fluoro-4-methoxy-2-methyl-indol-1-yl)-ethylamino]-pyrimidin-4-yl}-thiophen